1-(3-(3-chloro-5-methyl-6,7,8,9-tetrahydropyrido[3',2':4,5]pyrrolo[1,2-a]pyrazine-7-carbonyl)phenoxy)propan ClC1=CC=2C(=C3N(CCN(C3)C(=O)C=3C=C(OCCC)C=CC3)C2N=C1)C